2-(2,6-dioxopiperidin-3-yl)-5-(4-hydroxy-1-((4-oxo-3-(pyridin-4-yl)-3,4-dihydroquinazolin-6-yl)methyl)piperidin-4-yl)isoindoline-1,3-dione O=C1NC(CCC1N1C(C2=CC=C(C=C2C1=O)C1(CCN(CC1)CC=1C=C2C(N(C=NC2=CC1)C1=CC=NC=C1)=O)O)=O)=O